OC[C@@H](C)NC(=O)NC=1SC=2CN(C(CC2N1)(C)C)C=1OC2=C(N1)C=C(C=C2)S(=O)(=O)C N-[(2R)-1-hydroxypropan-2-yl]-N'-{5-[5-(methanesulfonyl)-1,3-benzoxazol-2-yl]-6,6-dimethyl-4,5,6,7-tetrahydro[1,3]thiazolo[5,4-c]pyridin-2-yl}urea